FC1=C(C=C2C(=NN(C2=C1)C)CCO)OC 2-(6-fluoro-5-methoxy-1-methyl-1H-indazol-3-yl)ethan-1-ol